(1S)-1-[3-(3-chloro-2-piperazin-1-yl-6-quinolyl)phenyl]ethanamine dihydrochloride Cl.Cl.ClC=1C(=NC2=CC=C(C=C2C1)C=1C=C(C=CC1)[C@H](C)N)N1CCNCC1